7-methoxy-2,3,4,5-tetrahydro-1H-benzo[d]azepine hydrochloride Cl.COC1=CC2=C(CCNCC2)C=C1